ClC=1C=CC=2N(N1)C(=C(N2)C)C(=O)N[C@@H]2C(NC1=C(C(=N2)C2=CC=CC=C2)C=CC=C1)=O 6-Chloro-2-methyl-N-[(3S)-2-oxo-5-phenyl-1,3-dihydro-1,4-benzodiazepin-3-yl]imidazo[1,2-b]pyridazine-3-carboxamide